NC1=NC=CC(=N1)C(CO)(F)F 2-(2-Aminopyrimidin-4-yl)-2,2-difluoroethan-1-ol